(2-(3,7-dimethylocta-2,6-dien-1-yl)-3-hydroxy-5-pentylphenoxy)methyl 2-ethylbutanoate C(C)C(C(=O)OCOC1=C(C(=CC(=C1)CCCCC)O)CC=C(CCC=C(C)C)C)CC